methyl 2-(4-(benzyloxy)-6-((tert-butoxycarbonyl)(ethyl)amino)pyridin-2-yl)-5-cyanobenzoate C(C1=CC=CC=C1)OC1=CC(=NC(=C1)N(CC)C(=O)OC(C)(C)C)C1=C(C(=O)OC)C=C(C=C1)C#N